C(C)C1(C=2C(NC=3CC(NC(C13)=O)(C)C)=NNC2)C2=CC(=CC=C2)C(F)(F)F 4-ethyl-7,7-dimethyl-4-(3-(trifluoromethyl)phenyl)-2,4,6,7,8,9-hexahydro-5H-pyrazolo[3,4-b][1,6]naphthyridin-5-one